2,2-bis(3,4-dimethylphenyl)-tetrachlorodifluoropropane CC=1C=C(C=CC1C)C(C(F)(F)Cl)(C(Cl)(Cl)Cl)C1=CC(=C(C=C1)C)C